FC=1C=C(C=CC1F)C1COC2=CC(=CC=C2C1C1=CC(=C(OCCCCCN2CCN(CC2)C=2C=C3CN(C(C3=CC2)=O)C2C(NC(CC2)=O)=O)C=C1)F)O 3-(5-(4-(5-(4-(3-(3,4-difluorophenyl)-7-hydroxychroman-4-yl)-2-fluorophenoxy)pentyl)piperazin-1-yl)-1-oxoisoindolin-2-yl)piperidine-2,6-dione